S(=O)(=O)(O)ON1[C@@H]2CC[C@@H](N(C1=O)C2)N(C=O)S(=O)(=O)[C@H]2CN(CC2)S(=O)(=O)C (2S,5R)-2-(N-(((R)-1-(methylsulfonyl) pyrrolidin-3-yl) sulfonyl) formamidyl)-7-oxo-1,6-diazabicyclo[3.2.1]oct-6-yl hydrogensulfate